ClC1=CC=C(C(=C1C1CC(=NO1)C=1N=C(SC1)C1CCN(CC1)C(CSC=1N=NC(=CC1)C(F)(F)F)=O)F)F 1-(4-(4-(5-(6-chloro-2,3-difluorophenyl)-4,5-dihydroisoxazol-3-yl)thiazol-2-yl)piperidin-1-yl)-2-((6-(trifluoromethyl)pyridazin-3-yl)thio)ethan-1-one